C(C)(C)(C)OC(=O)N(CCC(=O)NCCCNC=1C=C(C(=O)OC)C=CC1B1OC(C(O1)(C)C)(C)C)CC1=CC(=C(C=C1)OC(F)(F)F)Cl Methyl 3-((3-(3-((tert-butoxycarbonyl)(3-chloro-4-(trifluoromethoxy)benzyl)amino)propanamido)propyl)amino)-4-(4,4,5,5-tetramethyl-1,3,2-dioxaborolan-2-yl)benzoate